3-((4-(1H-benzo[d]imidazol-5-yl)pyrimidin-2-yl)amino)-N-(4-fluorophenyl)benzenesulfonamide N1C=NC2=C1C=CC(=C2)C2=NC(=NC=C2)NC=2C=C(C=CC2)S(=O)(=O)NC2=CC=C(C=C2)F